(5R)-tert-butyl 2-(3-chloro-4-fluorophenyl)-5-methyl-3-oxopiperazine-1-carboxylate ClC=1C=C(C=CC1F)C1N(C[C@H](NC1=O)C)C(=O)OC(C)(C)C